COC1=C(C=CC=2C3=CC(=C(C=C3C(=CC12)C(=O)O)OC)OC)OC 1,2,6,7-tetramethoxyphenanthrene-9-formic acid